1-octylnonyl 8-[2-hydroxyethyl-(6-oxo-6-undecoxy-hexyl)amino]octanoate OCCN(CCCCCCCC(=O)OC(CCCCCCCC)CCCCCCCC)CCCCCC(OCCCCCCCCCCC)=O